C(CC(C)C)N(C(CC)=O)C1=CC=CC=C1 N-Isopentyl-N-phenylpropionamide